CN(C1=CC=CC(=N1)NCC1=CC(=C(C(=C1)O)N1CC(NS1(=O)=O)=O)F)C 5-[4-[[[6-(dimethylamino)-2-pyridyl]amino]methyl]-2-fluoro-6-hydroxy-phenyl]-1,1-dioxo-1,2,5-thiadiazolidin-3-one